FC=1C=C(C=C(C1)F)CC(=O)NC=1C(=NC(=CC1C)N1CC=2C=CC=NC2CC1)N1CCCC1 2-(3,5-Difluoro-phenyl)-N-[6-(7,8-dihydro-5H-[1,6]naphthyridin-6-yl)-4-methyl-2-pyrrolidin-1-yl-pyridin-3-yl]-acetamide